ClC1=NC(=CC(=C1)C=1C(=NN2C1N=C(C=C2)C(C)(C)O)C=2C=C(C#N)C=CC2)C 3-[3-(2-Chloro-6-methyl-4-pyridyl)-5-(1-hydroxy-1-methyl-ethyl)pyrazolo[1,5-a]pyrimidin-2-yl]benzonitrile